(S)-2-amino-3-(4-(1-methyl-3-(N-methylisonicotinamido)-1H-pyrazol-4-yl)phenyl)propanoic acid N[C@H](C(=O)O)CC1=CC=C(C=C1)C=1C(=NN(C1)C)N(C(C1=CC=NC=C1)=O)C